(1-(4-fluorophenyl)-4-(5-nitrothiophene-2-carboxamido)-1H-pyrazolo[3,4-d]pyrimidin-6-yl)-L-proline ethyl ester C(C)OC([C@H]1N(CCC1)C1=NC(=C2C(=N1)N(N=C2)C2=CC=C(C=C2)F)NC(=O)C=2SC(=CC2)[N+](=O)[O-])=O